CC(=CCCC1CC2=C(C3=CC=C(C=C3C(=C2CC1)OC(C)=O)Cl)OC(C(=C)C)=O)C 2-(4-methyl-3-pentenyl)-6-chloro-9-methacryloyloxy-10-acetoxy-1,2,3,4-tetrahydroanthracene